Cl.Cl.FC1=C(C(=O)NC)C=CC(=C1)C=1C=NC=2N(N1)C(=CN2)CC=2C=C1C=CC=NC1=CC2 2-fluoro-N-methyl-4-[7-[(quinolin-6-yl)methyl]imidazo[1,2-B]-[1,2,4]triazin-2-yl]benzamide dihydrochloride